C(C1=CC=CC=C1)OC([C@H](CO)N)=O (2S)-2-amino-3-hydroxypropionic acid benzyl ester